C(=O)(OC(C)(C)C)N1C[C@H](CCC1)C(=O)OCC ethyl (S)-N-Boc-piperidine-3-carboxylate